BrC1=CC=2C(S1)=C(C1=C(SC(=C1)Br)C2OCCCCCCC)OCCCCCCC 2,6-dibromo-4,8-bis(heptyloxy)benzo[1,2-b:4,5-b']dithiophene